ClC1=C(C(=CC=C1)Cl)CN1C[C@@H](N(C[C@H]1C)C1=CC(N(C=2C=CC(=NC12)C#N)C)=O)C 8-[(2S,5R)-4-[(2,6-dichlorophenyl)methyl]-2,5-dimethylpiperazin-1-yl]-5-methyl-6-oxo-5,6-dihydro-1,5-naphthyridine-2-carbonitrile